Bocpyridineamide C(=O)(OC(C)(C)C)C=1C(=NC=CC1)C(=O)N